N1CC(C1)C=1N=C(C2=CC(=CC=C2C1)C1=NOC(=N1)C)N (azetidin-3-yl)-7-(5-methyl-1,2,4-oxadiazol-3-yl)isoquinolin-1-amine